P(SCCCCCCCC)([O-])[O-] monooctyl thiophosphite